ClC1=NC(=CC(=C1)C=1C(=NN2C1N=C(C=C2)N)C2=CC=C(C=C2)F)C 3-(2-chloro-6-methyl-4-pyridinyl)-2-(4-fluorophenyl)pyrazolo[1,5-a]pyrimidin-5-amine